CS(=O)(=O)C1=C(C=C(C=C1)NC(=S)N)C(F)(F)F 1-(4-(methylsulfonyl)-3-(trifluoromethyl)phenyl)thiourea